2,3-Dimethoxy-N-phenyl-6-(trifluoromethyl)-5,6-dihydroindazolo[3,2-a]isoquinolin-6-amine COC=1C(=CC=2CC(N3C(C2C1)=C1C=CC=CC1=N3)(NC3=CC=CC=C3)C(F)(F)F)OC